C(#N)C=1C=CC(=C(C1)C1=CC(=NC=C1C(=O)O)F)OC 4-(5-cyano-2-methoxyphenyl)-6-fluoronicotinic acid